methyl (2S)-2-((4-chloro-2-(dimethylcarbamoyl)-6-hydroxyphenyl)sulfonamido)-3-(6-fluoro-2,3-dimethylphenyl)butanoate ClC1=CC(=C(C(=C1)O)S(=O)(=O)N[C@H](C(=O)OC)C(C)C1=C(C(=CC=C1F)C)C)C(N(C)C)=O